S1C(=NC2=C1C=CC=C2)NC2=C(C=C(N=N2)N(C=2SC=C(N2)C(=O)OCC)C)C ethyl 2-({6-[(1,3-benzothiazol-2-yl)amino]-5-methylpyridazin-3-yl}(methyl)amino)-1,3-thiazole-4-carboxylate